CN1C[C@H](CC1)O (3S)-1-methylpyrrolidin-3-ol